5-(Benzyloxy)-2-methylpyrimidine-4-carboxylic acid C(C1=CC=CC=C1)OC=1C(=NC(=NC1)C)C(=O)O